1-(2,2,2-Trifluoro-1-methyl-ethyl)pyrazole-4-carboxamide Dimethyl-butenylphosphonate COP(OC)(=O)C=CCC.FC(C(C)N1N=CC(=C1)C(=O)N)(F)F